FC1(CC12CN(CC2)C2=CC=C(C=N2)C2CN(C2)C(CC[C@H]2NC(OC2)=O)=O)F (4R)-4-[3-[3-[6-(2,2-difluoro-5-azaspiro[2.4]heptan-5-yl)-3-pyridinyl]azetidin-1-yl]-3-oxo-propyl]oxazolidin-2-one